Cl.FC1=CC(=CC2=C1N=C(S2)C2CCNCC2)C2=CC(=C(C=C2)F)OC 4-Fluoro-6-(4-fluoro-3-methoxyphenyl)-2-(piperidin-4-yl)-1,3-benzothiazol-Hydrochlorid